ClC=1C=C(C=NC1)C1=NC(=C2N=CN(C2=N1)[C@H]1[C@@H]([C@@H]([C@H](O1)C(=O)NC)O)O)NCC1=C(C=CC(=C1)C)F (2S,3S,4R,5R)-5-(2-(5-chloropyridin-3-yl)-6-((2-fluoro-5-methylbenzyl)amino)-9H-purin-9-yl)-3,4-dihydroxyl-N-methyltetrahydrofuran-2-formamide